C1(CC1)C1=NC(=CC(=C1)C(=O)N1CC(C1)SC1=C(C=C(C=C1)S(=O)(=O)N)F)OCC1OC=CCC1 4-[1-[2-cyclopropyl-6-(oxacyclohexen-4-ylmethoxy)pyridine-4-carbonyl]azetidin-3-yl]sulfanyl-3-fluorobenzenesulfonamide